boc-D-leucine hydrate O.C(=O)(OC(C)(C)C)N[C@H](CC(C)C)C(=O)O